ClC=1C=C2C(=NC1C1=CC=C(C=C1)C1=C(C=CC=C1)O)N=C(N2)SCP(O)(=O)C (((6-chloro-5-(2'-hydroxy-[1,1'-biphenyl]-4-yl)-1H-imidazo[4,5-b]pyridin-2-yl)thio)methyl)(methyl)phosphinic acid